tert-butyl 3-(2-(3-((2-(((benzyloxy)carbonyl)amino)-2-(1-methyl-1H-pyrazol-4-yl)acetamido)methyl)-4-methylphenoxy)ethyl)piperidine-1-carboxylate C(C1=CC=CC=C1)OC(=O)NC(C(=O)NCC=1C=C(OCCC2CN(CCC2)C(=O)OC(C)(C)C)C=CC1C)C=1C=NN(C1)C